C(C)C1(CC(C1)NC1=NN2C(C(=N1)OC)=C(C=C2)C=2C=NC=1N(C2)C=CN1)O (1s,3r)-1-ethyl-3-((5-(imidazo[1,2-a]pyrimidin-6-yl)-4-methoxypyrrolo[2,1-f][1,2,4]triazin-2-yl)amino)cyclobutan-1-ol